2-(1H-pyrazol-1-yl)-4-tert-butylpyridine N1(N=CC=C1)C1=NC=CC(=C1)C(C)(C)C